3-((2-(trimethylsilyl)ethoxy)methyl)-3H-imidazo[4,5-b]pyridin-6-amine C[Si](CCOCN1C=NC=2C1=NC=C(C2)N)(C)C